bis(2,2',6,6'-tetramethylpiperidinyl) sebacate C(CCCCCCCCC(=O)ON1C(CCCC1(C)C)(C)C)(=O)ON1C(CCCC1(C)C)(C)C